3-bromo-5-(1-fluorovinyl)benzoic acid tert-butyl ester C(C)(C)(C)OC(C1=CC(=CC(=C1)C(=C)F)Br)=O